rac-(1R,2S,4R,6R)-2-(4-bromophenyl)-4-(3-chloro-2-(hydroxymethyl)-2-methylpropoxy)-6-((2-fluoro-4-(trifluoromethyl)phenyl)carbamoyl)cyclohexane-1-carboxylic acid BrC1=CC=C(C=C1)[C@@H]1[C@H]([C@@H](C[C@@H](C1)OCC(CCl)(C)CO)C(NC1=C(C=C(C=C1)C(F)(F)F)F)=O)C(=O)O |r|